CC1CN(CC(N1)C(=O)N)S(=O)(=O)C1=CC=CC=C1 6-methyl-4-(phenylsulfonyl)piperazine-2-carboxamide